O1CC(CC1)C1=CN=C(S1)N1N=CC=2C=NC(=CC21)NC(C)=O N-(1-(5-(tetrahydrofuran-3-yl)thiazol-2-yl)-1H-pyrazolo[4,3-C]pyridin-6-yl)acetamide